Cl.NC1[C@@H]2CN(C[C@H]12)C1=CC=C(C=N1)C=1C=2N(C=C(C1)C=1C=NN(C1)C)N=CC2C#N 4-(6-((1R,5S,6r)-6-amino-3-azabicyclo[3.1.0]hexan-3-yl)pyridin-3-yl)-6-(1-methyl-1H-pyrazol-4-yl)pyrazolo[1,5-a]pyridine-3-carbonitrile hydrochloride